4,4-difluoro-1,1,2-trimethoxy-2-methylcyclohexane FC1(CC(C(CC1)(OC)OC)(C)OC)F